2-isopropyl-6-morpholino-5-nitro-3H-1,2-benzothiazole 1,1-dioxide C(C)(C)N1S(C2=C(C1)C=C(C(=C2)N2CCOCC2)[N+](=O)[O-])(=O)=O